tert-butyl (3-cyclopropyl-5-(2-(((1R,2R)-2-(difluoromethoxy)cyclopentyl)((5-(trifluoromethyl)pyridin-2-yl)methyl)amino)-2-oxoacetamido)pyridin-2-yl)carbamate C1(CC1)C=1C(=NC=C(C1)NC(C(=O)N(CC1=NC=C(C=C1)C(F)(F)F)[C@H]1[C@@H](CCC1)OC(F)F)=O)NC(OC(C)(C)C)=O